(Racemic)-N-((2-(6-(3-(dimethylamino)pyrrolidin-1-yl)pyridin-2-yl)-1,6-naphthyridin-7-yl)methyl)-5-(methylsulfonyl)nicotinamide CN([C@H]1CN(CC1)C1=CC=CC(=N1)C1=NC2=CC(=NC=C2C=C1)CNC(C1=CN=CC(=C1)S(=O)(=O)C)=O)C |r|